OC=1C(=CC2=C(NC(CO2)=O)C1)NCC=1C=C(C(=O)NC=2C=NC=CC2)C=CC1 3-{[(6-hydroxy-3-oxo-3,4-dihydro-2H-1,4-benzoxazin-7-yl)amino]Methyl}-N-(pyridin-3-yl)benzamide